C(CCCCCCCCC(=O)O)(=O)O.C(CCCCN)N pentylenediamine sebacate